BrC1=C2CC(N(C2=C(C=C1)F)C1CCOCC1)=O 4-bromo-7-fluoro-1-(tetrahydro-2H-pyran-4-yl)indolin-2-one